ClC=1C=C(C2=C(C=C(O2)[C@H](C)NC(=O)C=2C=NN3C2N=CC=C3)C1)C(=O)O (S)-5-Chloro-2-(1-(pyrazolo[1,5-a]pyrimidine-3-carboxamido)ethyl)benzofuran-7-carboxylic acid